ClC=1C(=NC(=NC1)N[C@@H]1[C@H]([C@H]2CO[C@@H]([C@H]1O)O2)O)C=2C=C(C1=C(N(C(=N1)C(C)(C)O)C(C)C)C2)F (1R,2R,3R,4S,5R)-3-((5-chloro-4-(4-fluoro-2-(2-hydroxypropan-2-yl)-1-isopropyl-1H-benzo[d]imidazol-6-yl)pyrimidin-2-yl)amino)-6,8-dioxabicyclo[3.2.1]octane-2,4-diol